IC=1C2=C(N3C1C1=C(CCC3)N=C(C=C1)C#C[Si](C(C)C)(C(C)C)C(C)C)N=CN=C2N 13-iodo-3-((triisopropylsilyl)ethynyl)-6,7-dihydro-5H-pyrido[3,2-c]Pyrimido[5',4':4,5]Pyrrolo[1,2-a]Azepine-12-amine